BrC=1C(=NC(=NC1)NC=1C=NOC1)NC1=C(C=CC(=C1)[N+](=O)[O-])F 5-bromo-N4-(2-fluoro-5-nitrophenyl)-N2-(1,2-oxazol-4-yl)pyrimidine-2,4-diamine